2-cyano-N-(2-isopropyl-4-methyl-pyridin-3-yl)acetamide C(#N)CC(=O)NC=1C(=NC=CC1C)C(C)C